C1(=CC=CC=C1)SSSC1=CC=CC=C1 phenyl trisulfide